1-naphthalenesulfonic acid azide C1(=CC=CC2=CC=CC=C12)S(=O)(=O)N=[N+]=[N-]